Cl.NC1=NC2=CC=C(C(=C2C(N1)=O)SC1=CC=NC=C1)C 2-amino-3,4-dihydro-6-methyl-4-oxo-5-(4-pyridylthio)quinazoline hydrochloride